Methylpentan-2-amine CCC(CCC)N